CC1C=CC(CC1)(C(C)C)CC(=O)O.C(C)(=O)OC(C=C)(CCC=C(C)C)C (3,7-dimethyloct-1,6-dien-3-yl) acetate (4-methyl-1-prop-2-yl-1-cyclohex-2-enyl)acetate